C(C)(C)(C)OC(=O)N1CCN(CC1)C1=C(C=C(C=C1)NC1=NC=CC(=N1)OC1=C(C=C(C=C1C)C#N)C)C#N 4-(2-cyano-4-((4-(4-cyano-2,6-dimethylphenoxy)pyrimidin-2-yl)amino)phenyl)piperazine-1-carboxylic acid tert-butyl ester